COC1=C(CNC=2C=C(C(=NC2)NC2CCOCC2)CC)C=CC(=C1)OC 5-((2,4-dimethoxybenzyl)amino)-3-ethyl-2-((tetrahydro-2H-pyran-4-yl)amino)pyridine